C(\C=C\C(=O)OCCCO)(=O)OC(C)(C)C tert-Butyl 3-hydroxypropyl (2E)-but-2-enedioate